NC=1C(=C(C(=C(C(=O)NC2=C(C=CC(=C2)N2N=NC(=C2)C(=O)N2CCOCC2)N2CCN(CC2)C)C1)Cl)C)F 5-amino-2-chloro-4-fluoro-3-methyl-N-(2-(4-methylpiperazin-1-yl)-5-(4-(morpholin-4-carbonyl)-1H-1,2,3-triazol-1-yl)phenyl)benzamide